N-benzyl-2-methoxy-N-methylethan-1-amine-1,1-d2 C(C1=CC=CC=C1)N(C(COC)([2H])[2H])C